ClC=1C=C(C=CC1C(F)(F)F)NC1=CC(=NC(=C1)NC1=CC=C2C=CNC2=C1)C#N 4-{[3-chloro-4-(trifluoromethyl)phenyl]amino}-6-[(1H-indol-6-yl)amino]pyridine-2-carbonitrile